C(C)OC=1C=C(\C=C(\C(=O)OCC)/C(C)=O)C=CC1O (E)-ethyl 2-(3-ethoxy-4-hydroxybenzylidene)-3-oxobutanoate